CC(C(OCCCCCCP(O)(O)=O)=O)=C 6-(2-methyl-1-oxoprop-2-enoxy)hexylphosphonic acid